3-bromo-3'-(6-phenyl-n-hexyl)-1,1'-biphenyl BrC=1C=C(C=CC1)C1=CC(=CC=C1)CCCCCCC1=CC=CC=C1